ClC1=CC(=C2C=C(NC2=C1)CO)OC1=CC(=C(C=C1)C)C(F)(F)F (6-chloro-4-(4-methyl-3-(trifluoromethyl)phenoxy)-1H-indol-2-yl)methanol